4-((3,5-Bis(9,9-dimethyl-9H-fluoren-1-yl)phenyl)(pyridin-3-yl)amino)benzonitrile CC1(C2=CC=CC=C2C=2C=CC=C(C12)C=1C=C(C=C(C1)C1=CC=CC=2C3=CC=CC=C3C(C12)(C)C)N(C1=CC=C(C#N)C=C1)C=1C=NC=CC1)C